(1-fluoro-1-((3-fluorophenyl)sulfonyl)ethyl)-N-(1-methyl-1H-pyrazol-4-yl)piperidine-1-carboxamide FC(C)(S(=O)(=O)C1=CC(=CC=C1)F)C1N(CCCC1)C(=O)NC=1C=NN(C1)C